3-(1-(2-fluorophenyl)-1H-imidazol-4-yl)-N-methyl-1-(4-(trifluoromethyl)phenyl)-1H-indole-5-sulfonamide FC1=C(C=CC=C1)N1C=NC(=C1)C1=CN(C2=CC=C(C=C12)S(=O)(=O)NC)C1=CC=C(C=C1)C(F)(F)F